7-{3-[(2-ethoxyethyl)carbamoyl]azetidin-1-yl}-6-fluoro-4-oxo-1-(1,3-thiazol-2-yl)-1,4-dihydro-1,8-naphthyridine-3-carboxylic acid C(C)OCCNC(=O)C1CN(C1)C1=C(C=C2C(C(=CN(C2=N1)C=1SC=CN1)C(=O)O)=O)F